CN1CCC(CC1)OCCC(=O)O 3-((1-methylpiperidin-4-yl)oxy)propionic acid